N-(5-trifluoromethyl-1H-indol-3-yl)-3,4-dihydroisoquinoline-2(1H)-carboxamide FC(C=1C=C2C(=CNC2=CC1)NC(=O)N1CC2=CC=CC=C2CC1)(F)F